(3S,4R,5R,6S)-1-(6-{[2-(3-fluorophenyl)-1,3-thiazol-4-yl]methoxy}hexyl)-3,4,5,6-azepanetetrol hydrochloride Cl.FC=1C=C(C=CC1)C=1SC=C(N1)COCCCCCCN1C[C@@H]([C@H]([C@@H]([C@H](C1)O)O)O)O